BrC1=C(C=C2C(=C(C(=NC2=C1)Cl)C1CCOCC1)C1=CC=C(C=C1)F)CBr 7-bromo-6-(bromomethyl)-2-chloro-4-(4-fluorophenyl)-3-tetrahydropyran-4-yl-quinoline